C(C1=CC=CC=C1)(=O)ON=NOC(C1=CC=CC=C1)=O 4'-azo dibenzoate